IC1=C(C(=CC=C1)C)C1=C(C=CC=C1C)[S@@](=NC(C1=CC=CC=C1)=O)C1=CC=C(C=C1)C(F)(F)F N-((S)-((R)-2'-iodo-6,6'-dimethyl-[1,1'-biphenyl]-2-yl)(4-(trifluoromethyl)phenyl)-λ4-sulfaneylidene)benzamide